C(=C)N1C(CC(CC1)C)=O N-vinyl-4-methyl-2-piperidone